(4-methylbenzylidene)-2,4-thiazolidinedione CC1=CC=C(C=C2C(NC(S2)=O)=O)C=C1